BrC1=CN=C2C(=NC(=NN21)N2C[C@H](N[C@H](C2)C)C)NCC2=NC1=C(N2)C=CC=C1OC |o1:12,14| 7-bromo-2-[rel-(3R,5S)-3,5-dimethylpiperazin-1-yl]-N-[(4-methoxy-1H-benzimidazol-2-yl)methyl]imidazo[2,1-f][1,2,4]triazin-4-amine